BrC1=CC(=CC2=C1N=CS2)[N+](=O)[O-] 4-bromo-6-nitro-1,3-benzothiazole